FC=1C(=NC=NC1)C(C(=O)N)N1C(C2=CC=3C=CSC3N2C(=N1)C(C)C)=O (5-fluoropyrimidin-4-yl)-2-(12-isopropyl-9-oxo-3-thia-1,10,11-triazatricyclo[6.4.0.02,6]dodeca-2(6),4,7,11-tetraen-10-yl)acetamide